4-(4-(5-((6-(3,5-dichloro-phenyl)-4-((4-(propionamidomethyl)piperidin-1-yl)methyl)pyridin-2-yl)oxy)pyrimidin-2-yl)piperazin-1-yl)-2-methylbutanoic acid ClC=1C=C(C=C(C1)Cl)C1=CC(=CC(=N1)OC=1C=NC(=NC1)N1CCN(CC1)CCC(C(=O)O)C)CN1CCC(CC1)CNC(CC)=O